C(C1=CC=CC=C1)NCC=1NC2=CC=CC=C2C1[C@H]1NC(C2=CC=C(C=C12)O)=O (3S)-3-{2-[(benzylamino)methyl]-1H-indol-3-yl}-5-hydroxy-2,3-dihydro-1H-isoindol-1-one